SC1=NC=NC=N1 2-mercapto-1,3,5-triazine